CNC(=O)NCC=1C=C(C=CC1)NC(NC1=CC=CC=C1)=O 3-(3-{[(methylcarbamoyl)amino]methyl}phenyl)-1-phenylurea